The molecule is a 1,3-thiazole that is obtained via biohydrolysis of the beta-lactam ring of aztreonam. It has a role as a metabolite and an allergen. It is a member of 1,3-thiazoles, a dicarboxylic acid and a member of sulfamic acids. C[C@@H]([C@@H](C(=O)O)NC(=O)/C(=N\\OC(C)(C)C(=O)O)/C1=CSC(=N1)N)NS(=O)(=O)O